BrCC1=CC(=CC=C1)CBr m-bis(bromomethyl)benzene